C(C)OC(/C(=C/CNC(=O)OC(C)(C)C)/Cl)=O (Z)-4-(tert-butoxycarbonylamino)-2-chloro-but-2-enoic acid ethyl ester